N-(2,4-di(4-tert-butylphenyl)phenyl)-4-tert-butylaniline C(C)(C)(C)C1=CC=C(C=C1)C1=C(C=CC(=C1)C1=CC=C(C=C1)C(C)(C)C)NC1=CC=C(C=C1)C(C)(C)C